ClC1=CC(=C(S1)N1C(=C(C=C1C)C=O)C)C#N 5-chloro-2-(3-formyl-2,5-dimethyl-1H-pyrrol-1-yl)thiophene-3-carbonitrile